NCCNCCCO[Si](OC)(OC)CCC1=CC=CC=C1 (aminoethylaminoethyl)phenethyltrimethoxysilane